((4-(6-(4-chlorophenyl)-2-(pyridin-3-yl)pyrimidin-4-yl)piperazin-1-yl)sulfonyl)ethan-1-ol ClC1=CC=C(C=C1)C1=CC(=NC(=N1)C=1C=NC=CC1)N1CCN(CC1)S(=O)(=O)C(C)O